5-ethynyl-2-methylpiperidine C(#C)C1CCC(NC1)C